C(C)(=O)NC1=CC=NN1C1=NN=C(S1)NC(=O)C1=CC(=C(C(O1)=O)OC)NC1=NC=CC=N1 N-(5-(5-acetamido-1H-pyrazol-1-yl)-1,3,4-thiadiazol-2-yl)-3-methoxy-2-oxo-4-(pyrimidin-2-ylamino)-2H-pyran-6-carboxamide